N1(CCCCCC1)CC(C)(C)N(C(=O)C=1C=C2C(=NC1)NC(N2)=O)C N-(1-(azepan-1-yl)-2-methylpropan-2-yl)-N-methyl-2-oxo-2,3-dihydro-1H-imidazo[4,5-b]pyridine-6-carboxamide